2-(2-{5H,6H,7H,8H,9H-[1,2,4]triazolo[4,3-a]azepin-3-ylsulfanyl}acetamido)-4,5,6,7-tetrahydro-1-benzothiophene-3-carboxamide N=1N=C(N2C1CCCCC2)SCC(=O)NC=2SC1=C(C2C(=O)N)CCCC1